C(C(=C)C)(=O)OCCOC(C(=C)C)=O ethylene glycol bis(methacrylate)